(2-methylbenzyloxy)-2-amino-propane CC1=C(COCC(C)N)C=CC=C1